6-nitro-1H-benzo[d]imidazole-2-amine [N+](=O)([O-])C=1C=CC2=C(NC(=N2)N)C1